ethylpentylphosphinate C(C)P([O-])(=O)CCCCC